FC=1C=C2CN(CC2=CC1)C(=O)NC1=CC=C(C=C1)C=1CCN(CC1)C(C(=O)O)=O 2-(4-(4-(5-fluoroisoindoline-2-carboxamido)phenyl)-3,6-dihydropyridin-1(2H)-yl)-2-oxoacetic acid